ClC1=NC2=C(C=CN=C2C(=C1)C)OC(C)C 2-chloro-8-isopropoxy-4-methyl-1,5-naphthyridine